tridecaethyleneglycol monoarachidate C(CCCCCCCCCCCCCCCCCCC)(=O)OCCOCCOCCOCCOCCOCCOCCOCCOCCOCCOCCOCCOCCO